C(C1=CC=CC=C1)SC=1C(=C(C=CC1)N1C(N(CC1)CCO)=O)CC 1-[3-(benzylsulfanyl)-2-ethylphenyl]-3-(2-hydroxyethyl)imidazolidin-2-one